BOC-L-ISOLEUCINAL C(=O)(OC(C)(C)C)N[C@@H]([C@@H](C)CC)C=O